terpinyl linoleate C(CCCCCCC\C=C/C\C=C/CCCCC)(=O)O.C12(C(CCC(C1(C)C)C2)C)C21C(CCC(C2(C)C)C1)(C)C12C(CCC(C1(C)C)C2)C